C(C)(=O)OCCCC1=C(N(C2=C(C(=CC=C12)Cl)C=1C(=NN2C1CCCC2)CCl)C)C(=O)OC Methyl 3-(3-acetoxypropyl)-6-chloro-7-(2-(chloromethyl)-4,5,6,7-tetrahydropyrazolo[1,5-a]pyridin-3-yl)-1-methyl-1H-indole-2-carboxylate